tert-butyl 9-(piperazin-1-ylmethyl)-3-azaspiro[5.5]undecan-3-carboxylate N1(CCNCC1)CC1CCC2(CCN(CC2)C(=O)OC(C)(C)C)CC1